2-fluoronicotinamide FC1=C(C(=O)N)C=CC=N1